(3S,3'S,4S,4'S)-1,1'-Terephthaloylbis(N3,N4-bis((1S,2R)-2-phenylcyclopropyl)pyrrolidine-3,4-dicarboxamide) C1[C@@H]([C@H]1NC(=O)[C@@H]2CN(C[C@H]2C(=O)N[C@H]3C[C@@H]3C4=CC=CC=C4)C(=O)C5=CC=C(C=C5)C(=O)N6C[C@H]([C@@H](C6)C(=O)N[C@H]7C[C@@H]7C8=CC=CC=C8)C(=O)N[C@H]9C[C@@H]9C1=CC=CC=C1)C1=CC=CC=C1